5-isopropylimidazo[1,2-a]pyridin C(C)(C)C1=CC=CC=2N1C=CN2